BrC=1C(=NC(=NC1C)N1CCC2(CC1)C(C1=CC=CC=C1C2)=O)C#N 5-bromo-6-methyl-2-{1-oxo-1,3-dihydrospiro[indene-2,4'-piperidin]-1'-yl}pyrimidine-4-carbonitrile